C1=CC=CC=2C3=CC=CC=C3C(C12)COC(=O)N([C@@H](CC1=CN(C2=CC=CC=C12)CC1=CC(=C(C=C1)F)F)C(=O)O)C Nα-(((9H-fluoren-9-yl)methoxy)carbonyl)-1-(3,4-difluorobenzyl)-Nα-methyl-L-tryptophan